(2-chloro-3-ethoxyphenyl)propan-1-one ClC1=C(C=CC=C1OCC)C(CC)=O